1-(6-cyclopropyl-2-(((6-(methoxyamino)pyridazin-4-yl)amino)methyl)imidazo[1,2-a]pyridin-8-yl)-3-methylimidazolidine-2,4-dione C1(CC1)C=1C=C(C=2N(C1)C=C(N2)CNC2=CN=NC(=C2)NOC)N2C(N(C(C2)=O)C)=O